N4-(2,3-dimethyl-2H-indazol-6-yl)-N4-methylpyrimidine-2,4-diamine hydrochloride Cl.CN1N=C2C=C(C=CC2=C1C)N(C1=NC(=NC=C1)N)C